COC1=C(C=C(C=C1)OC)N=NC1=C(C=CC2=CC=CC=C12)O 1-(2,5-Dimethoxy-phenylazo)-naphthalen-2-ol